ClC=1C=C2C(=CC(=NC2=CC1)C)C(=O)N[C@@H]1CCO[C@]12O[C@@H]([C@@H]([C@@H]([C@H]2O)N2N=NC(=C2)C2=CC(=C(C(=C2)F)F)F)O)CO 6-chloro-N-((4r,5s,7r,8r,9s,10r)-8,10-dihydroxy-7-(hydroxymethyl)-9-(4-(3,4,5-trifluorophenyl)-1H-1,2,3-triazol-1-yl)-1,6-dioxaspiro[4.5]decan-4-yl)-2-methylquinoline-4-carboxamide